C[C@H]1CC[C@@H](NC1)C1=CC2=CN(N=C2C=C1)[C@H]1CN(CCC1)C |r| 5-[Rac-(2R,5S)-5-methyl-2-piperidyl]-2-[Rac-(3R)-1-methyl-3-piperidyl]Indazole